BrC1=CC=C(C(=C1CO)C)[N+](=O)[O-] (6-bromo-2-methyl-3-nitrophenyl)methanol